C1=C(C=CC2=CC=CC=C12)N(C1=CC=C2C=CC=3C(=CC=C4C=CC1=C2C34)N(C3=CC=CC=C3)C3=CC4=CC=CC=C4C=C3)C3=CC=CC=C3 N1,N6-di(naphthalen-2-yl)-N1,N6-diphenylpyrene-1,6-diamine